2-(pyrido[3,4-d]pyrimidin-4-ylamino)butanoic acid N1=CN=C(C2=C1C=NC=C2)NC(C(=O)O)CC